(S)-2-benzoylamino-4-methylpentanoic acid C(C1=CC=CC=C1)(=O)N[C@H](C(=O)O)CC(C)C